(6S,7S)-6-((2-fluoro-[1,1'-biphenyl]-3-yl)methyl)-N-((S)-2-fluoropropyl)-7-(methylsulfonamido)-5-azaspiro[2.4]heptane-5-carboxamide FC1=C(C=CC=C1C[C@@H]1N(CC2(CC2)[C@@H]1NS(=O)(=O)C)C(=O)NC[C@H](C)F)C1=CC=CC=C1